1-dipyridylamino-3-phenylbut-3-ene N1=C(C=CC=C1)N(CCC(=C)C1=CC=CC=C1)C1=NC=CC=C1